ClCCC(CC=1SC=CC1)=O 4-chloro-1-(2-thienyl)butanone